(Z)-2-chloro-N'-hydroxyisonicotinamidine ClC=1C=C(/C(=N/O)/N)C=CN1